3-Ethyl-1H-pyrrolo[2,3-b]pyridin C(C)C1=CNC2=NC=CC=C21